(2-((S)-2,2-dimethylcyclopropanecarbonyl)-8-((((6-(tetrahydro-2H-pyran-4-yl)pyridin-2-yl)methyl)amino)methyl)-2,6-diazaspiro[3.4]octan-6-yl)(thiazol-5-yl)methanone CC1([C@H](C1)C(=O)N1CC2(C1)CN(CC2CNCC2=NC(=CC=C2)C2CCOCC2)C(=O)C2=CN=CS2)C